3-(5-(1-phenylpyrrolidin-3-yl)-1,2,4-oxadiazol-3-yl)pyrrolidine-1-carbonitrile C1(=CC=CC=C1)N1CC(CC1)C1=NC(=NO1)C1CN(CC1)C#N